8-(2-(3-(3-fluorophenoxy)azetidin-1-yl)pyrimidin-5-yl)quinoxalin-6-amine FC=1C=C(OC2CN(C2)C2=NC=C(C=N2)C=2C=C(C=C3N=CC=NC23)N)C=CC1